(1-ethoxy-3-(4-(prop-2-yn-1-yloxy)phenyl)prop-2-yl)quinoline-3,4-diamine C(C)OCC(CC1=CC=C(C=C1)OCC#C)C1=NC2=CC=CC=C2C(=C1N)N